1-(4-bromothiophen-2-yl)ethan-1-amine BrC=1C=C(SC1)C(C)N